(1R)-3-(4-amino-3-(4-(2-fluoro-3-methoxyphenoxy)phenyl)-1H-pyrazolo[3,4-d]pyrimidin-1-yl)cyclohexanol NC1=C2C(=NC=N1)N(N=C2C2=CC=C(C=C2)OC2=C(C(=CC=C2)OC)F)C2C[C@@H](CCC2)O